tert-butyl (R)-(1-(6-bromopyridin-2-yl)-2,2,2-trifluoroethyl)carbamate BrC1=CC=CC(=N1)[C@H](C(F)(F)F)NC(OC(C)(C)C)=O